N-[3-Fluoro-4-[(7-methoxy-1,5-naphthyridin-4-yl)oxy]phenyl]-4-hydroxy-6-methyl-5-(5-methyl-2-furyl)pyridine-3-carboxamide FC=1C=C(C=CC1OC1=CC=NC2=CC(=CN=C12)OC)NC(=O)C=1C=NC(=C(C1O)C=1OC(=CC1)C)C